2-(4,4-difluoro-1-piperidyl)-6-fluoro-3-methyl-quinoline-4-carbonitrile FC1(CCN(CC1)C1=NC2=CC=C(C=C2C(=C1C)C#N)F)F